NC1=C(C=NC=N1)C1=CC=C(C=C1)OCC1=C(C=CC=C1)F 6-Amino-5-[4-(2-fluoro-benzyloxy)-phenyl]-pyrimidin